2-(((5S)-5-methyl-1-oxospiro[2.5]octan-5-yl)methyl)-2H-pyrazolo[3,4-c]pyridine C[C@]1(CC2(CC2=O)CCC1)CN1N=C2C=NC=CC2=C1